C1(=CC=CC=C1)CCN1CCC(CC1)N1C(NC2=C1C=CC=C2)=O 1-(1-(2-phenylethyl)piperidin-4-yl)-1H-benzo[d]imidazol-2(3H)-one